C1=CC=CC2=[SiH]C3=C(C=C21)C=CC=C3 dibenzo[b,e]siline